2-trichloroethoxy-sulfonyl-1,2-dimethylimidazolium trifluoromethanesulfonate FC(S(=O)(=O)[O-])(F)F.ClC(COS(=O)(=O)C1(N(C=C[NH2+]1)C)C)(Cl)Cl